(3-(2-((2-azaspiro[4.4]non-7-yl)amino)-5-(trifluoromethyl)pyrimidin-4-yl)-1H-indol-7-yl)dimethylphosphine oxide C1NCCC12CC(CC2)NC2=NC=C(C(=N2)C2=CNC1=C(C=CC=C21)P(C)(C)=O)C(F)(F)F